3-[[4-[[5-isobutyl-2-(2H-tetrazol-5-yl)phenyl]methyl]piperazin-1-yl]methyl]pyridazine C(C(C)C)C=1C=CC(=C(C1)CN1CCN(CC1)CC=1N=NC=CC1)C=1N=NNN1